NC=1C=CC(=NC1C1=CCC(CC1)(C)C)C1CC2COCC(C1)N2C(=O)OC(C)(C)C tert-butyl 7-[5-amino-6-(4,4-dimethylcyclohexen-1-yl)-2-pyridyl]-3-oxa-9-azabicyclo[3.3.1]nonane-9-carboxylate